[1,4]thiazine-6-carboxylic acid S1CC=NC=C1C(=O)O